azole-3-thione N1=CC(C=C1)=S